meglumine ((2R,3R,4R,5S)-6-(Methylamino)hexane-1,2,3,4,5-pentol) salt CNC[C@@H]([C@H]([C@@H]([C@@H](CO)O)O)O)O.N(C)C[C@H](O)[C@@H](O)[C@H](O)[C@H](O)CO